FC1=C(C(=CC=C1F)C1=NN=C(C=2CCCCC12)NC1CN(CCC1)C)O 2,3-difluoro-6-(4-((1-methylpiperidin-3-yl)amino)-5,6,7,8-tetrahydrophthalazin-1-yl)phenol